N,N'-(hexane-1,6-diyl)bis(3,5-di-tert-butyl-4-hydroxybenzenepropanamide) C(CCCCCNC(CCC1=CC(=C(C(=C1)C(C)(C)C)O)C(C)(C)C)=O)NC(CCC1=CC(=C(C(=C1)C(C)(C)C)O)C(C)(C)C)=O